[3-(3-Pyridyl)acryloyl]guanidin N1=CC(=CC=C1)C=CC(=O)NC(=N)N